(6R)-6-[4-[3-(1-methylpyrazol-4-yl)-2-pyridyl]piperazin-1-yl]-2-azaspiro[3.4]octane CN1N=CC(=C1)C=1C(=NC=CC1)N1CCN(CC1)[C@H]1CC2(CNC2)CC1